CC(CC1=CC=CC=C1)(CC(C)C)NC(=O)C=1C=NC=2CCC(CC2C1)(F)F N-(2,4-dimethyl-1-phenylpentan-2-yl)-6,6-difluoro-5,6,7,8-tetrahydroquinoline-3-carboxamide